C(C1=CC=CC=C1)(=O)C1=C2N(C=3C(=C(C(=C(C13)F)F)C#N)F)CCCN2 10-benzoyl-7-cyano-6,8,9-trifluoro-1,2,3,4-tetrahydropyrimido[1,2-a]indole